(R or S)-2-(3-(ethoxymethyl)-3-(4-fluorophenethyl)pyrrolidin-1-yl)-1-(6-methylpyridin-3-yl)ethan-1-one C(C)OC[C@]1(CN(CC1)CC(=O)C=1C=NC(=CC1)C)CCC1=CC=C(C=C1)F |o1:4|